CC(C)C(=O)O The molecule is a branched fatty acid comprising propanoic acid carrying a methyl branch at C-2. It has a role as a volatile oil component, a plant metabolite and a Daphnia magna metabolite. It is a branched-chain saturated fatty acid, a methyl-branched fatty acid and a fatty acid 4:0. It is a conjugate acid of an isobutyrate.